tert-Butyl 4-(5-iodo-7-tosyl-7H-pyrrolo[2,3-d]pyrimidin-4-yl)-3-methylpiperazine-1-carboxylate IC1=CN(C=2N=CN=C(C21)N2C(CN(CC2)C(=O)OC(C)(C)C)C)S(=O)(=O)C2=CC=C(C)C=C2